(S)-3-(difluoromethyl)-5,8,8-trimethyl-6-oxo-5-phenyl-5,6,7,8,9,10-hexahydropyrido[2,3-b][1,6]naphthyridine-4-carbonitrile FC(C1=C(C2=C(NC=3CC(NC(C3[C@]2(C2=CC=CC=C2)C)=O)(C)C)N=C1)C#N)F